(R)-2-((S)-2-(((benzyloxy)carbonyl)amino)-3-hydroxypropionamido)butanoic acid methyl ester COC([C@@H](CC)NC([C@H](CO)NC(=O)OCC1=CC=CC=C1)=O)=O